C(C)(C)(C)OC(=O)N1CC(C1)(C#N)NS(=O)C(C)(C)C 3-((tert-butylsulfinyl)amino)-3-cyanoazetidine-1-carboxylic acid tert-butyl ester